ClC1=C(C=CC=C1)C=1N=C(NC1C)C1=CSC=C1 4-(2-Chlorophenyl)-5-methyl-2-(3-thienyl)imidazole